C(C1=CC=CC=C1)NC1=CC2=C(SC=C2C2C(=C(NC(=C2C(C)=O)C)C)C(C)=O)C=C1 1,1'-(4-(5-(Benzylamino)benzo[b]thiophen-3-yl)-2,6-dimethyl-1,4-dihydropyridin-3,5-diyl)bis(ethan-1-on)